N-(3-aminopropyl)-4-[[3-(4-chloro-2,3-difluorophenyl)imidazo[1,2-a]pyrazin-8-yl]amino]-N,2-dimethylbenzamide NCCCN(C(C1=C(C=C(C=C1)NC=1C=2N(C=CN1)C(=CN2)C2=C(C(=C(C=C2)Cl)F)F)C)=O)C